OC1(CC(C1)C(=O)N1CC2(C1)CCC(CC2)OC2=CC=C1C(=N2)N(C=C1)C)C ((1s,3s)-3-hydroxy-3-methylcyclobutyl)(7-((1-methyl-1H-pyrrolo[2,3-b]pyridin-6-yl)oxy)-2-azaspiro[3.5]non-2-yl)methanone